C1(=CC=CC=C1)NC(C1=CC=C(C=C1)C)=O N-phenyl-4-methylbenzamide